pivalic acid 2-(((4-methoxy-3,5-dimethylpyridin-2-yl) methyl) sulfinyl)-1H-benzo[d]imidazol-5-yl ester COC1=C(C(=NC=C1C)CS(=O)C1=NC2=C(N1)C=CC(=C2)OC(C(C)(C)C)=O)C